(2R,3R)-2-(3,4-dihydroxyphenyl)-6-[(2R,3R,4S)-2-(3,4-dihydroxyphenyl)-3,5,7-trihydroxy-3,4-dihydro-2H-chromen-4-yl]-3,4-dihydro-2H-chromene-3,5,7-triol OC=1C=C(C=CC1O)[C@H]1OC=2C=C(C(=C(C2C[C@H]1O)O)[C@@H]1[C@H]([C@H](OC2=CC(=CC(=C12)O)O)C1=CC(=C(C=C1)O)O)O)O